CO[C@@H]1C(O)O[C@@H]([C@H]([C@@H]1OC)O)CO 2,3-di-O-methyl-D-mannopyranose